FC1=C2CC(C(=CC2=CC=C1OC)C=O)C 5-fluoro-6-methoxy-3-methyl-3,4-dihydronaphthalene-2-carbaldehyde